CS(=O)(=O)CC(=O)C1=CC(=CC=C1)OC 2-methanesulfonyl-1-(3-methoxyphenyl)ethanone